C(CC)[Si](C1=CC=C(C=C1)[Si](O)(O)CCC)(O)O 1,4-bis(propyldihydroxysilyl)benzene